NC1=C(C=O)C=CC(=C1)C1=CC=NN1C1OCCCC1 amino-4-(1-(tetrahydro-2H-pyran-2-yl)-1H-pyrazol-5-yl)benzaldehyde